5-[2-methyl-5-[[(1R,5S,7s)-3-oxa-9-azabicyclo[3.3.1]nonan-7-yl]oxy]-4-pyridyl]-N-pyridazin-3-yl-pyrazolo[1,5-a]pyridin-2-amine CC1=NC=C(C(=C1)C1=CC=2N(C=C1)N=C(C2)NC=2N=NC=CC2)OC2C[C@H]1COC[C@@H](C2)N1